1,4-cyclohexanedimethaneamine C1(CCC(CC1)CN)CN